5-{6-[2-(5-Fluoro-2,7-dimethyl-benzofuran-3-yl)-ethylamino]-pyrimidin-4-yl}-3-methyl-thiophen FC=1C=C(C2=C(C(=C(O2)C)CCNC2=CC(=NC=N2)C2=CC(=CS2)C)C1)C